8-bromo-1,3,4,5-tetrahydro-2H-benzo[e][1,4]diazepin-2-one BrC=1C=CC2=C(NC(CNC2)=O)C1